1-{1-ethylpyrazolo[3,4-b]pyrazin-6-yl}-3-[2-(trifluoromethyl)phenoxymethyl]piperidine C(C)N1N=CC=2C1=NC(=CN2)N2CC(CCC2)COC2=C(C=CC=C2)C(F)(F)F